3-(cyclopropylmethoxy)-4-(1-ethyl-1,2,3,6-tetrahydropyridin-4-yl)-2-nitroaniline C1(CC1)COC=1C(=C(N)C=CC1C=1CCN(CC1)CC)[N+](=O)[O-]